C1(=CC=CC=2OC3=C(C21)C=CC=C3)C3=C(C=CC=C3)N(C3=C(C(=CC=2C1=CC=CC=C1CC32)C3=CC=CC=C3)C3=CC=CC=C3)C3=C(C=CC=C3)C3=CC=CC=C3 (dibenzoFuranylphenyl)(biphenylyl)(diphenylfluorenyl)amine